N-((1H-pyrazol-4-yl)sulfonyl)-4-((1S,4S,5R)-5-((5-cyclopropyl-3-(2,6-dichlorophenyl)isoxazol-4-yl)methoxy)-2-azabicyclo[2.2.1]heptan-2-yl)benzamide N1N=CC(=C1)S(=O)(=O)NC(C1=CC=C(C=C1)N1[C@@H]2C[C@H]([C@H](C1)C2)OCC=2C(=NOC2C2CC2)C2=C(C=CC=C2Cl)Cl)=O